tributylborane C(CCC)B(CCCC)CCCC